C(CCC)[Sn](C(=C)C1=CC=C(C=C1)F)(CCCC)CCCC Tributyl-(1-(4-fluorophenyl)vinyl)stannane